N-[(4-{9-hydroxy-8-oxo-4-thia-2,12-diazatricyclo[7.3.0.03,7]dodeca-1,3(7),5-trien-12-yl}phenyl)methyl]methane-sulfonamid OC12C(C=3C=CSC3N=C2N(CC1)C1=CC=C(C=C1)CNS(=O)(=O)C)=O